6-methylthieno[2,3-d]pyrimidin-4(3H)-one CC1=CC2=C(N=CNC2=O)S1